F[C@H]1CN(CC[C@H]1NC=1C=2N(C=CC1)C(=C(N2)C#CCNC2=C(C=C(C(=O)NC)C=C2)OC)NC)C 4-{[3-(8-{[(3S,4R)-3-fluoro-1-methylpiperidin-4-yl]amino}-3-(methylamino)imidazo[1,2-a]pyridin-2-yl)prop-2-yn-1-yl]amino}-3-methoxy-N-methylbenzamide